N-tert.-Butyl-4-[[2-(1H-indol-3-yl)acetyl]amino]pyridin C(C)(C)(C)N1CC=C(C=C1)NC(CC1=CNC2=CC=CC=C12)=O